2-(1-Acetylindoline-4-carbonyl)-2,7-diazaspiro[4.5]decane-6,8-dione C(C)(=O)N1CCC=2C(=CC=CC12)C(=O)N1CC2(CC1)C(NC(CC2)=O)=O